ClC=1C=C2C(C(=CN(C2=CC1N1[C@H](CCC1)COC1=NC=CC=C1Cl)C=1N=CNC1)C(=O)O)=O (R)-6-chloro-7-(2-(((3-chloropyridin-2-yl)oxy)methyl)pyrrolidin-1-yl)-1-(1H-imidazol-4-yl)-4-oxo-1,4-dihydroquinoline-3-carboxylic acid